NCC[Si](OCCC)(OCCC)OCCC β-aminoethyltripropoxysilane